FC1=CC=C(C=C1)C1=C(NC(=N1)C(F)(F)F)C(=O)NC=1C=CC(=C(C1)NC(C1=CC=NC=C1)=O)C N-(5-{[5-(4-Fluoro-phenyl)-2-trifluoromethyl-3H-imidazole-4-carbonyl]-amino}-2-methyl-phenyl)-isonicotinamide